2-{[4-({2-[(2,4-dichlorophenoxy)methyl]pyridin-4-yl}oxy)piperidin-1-yl]methyl}-1-[(1,3-oxazol-2-yl)methyl]-1H-1,3-benzodiazole-6-carboxylic acid ClC1=C(OCC2=NC=CC(=C2)OC2CCN(CC2)CC2=NC3=C(N2CC=2OC=CN2)C=C(C=C3)C(=O)O)C=CC(=C1)Cl